BrCC1=C(C=CC=C1F)Cl 2-(bromomethyl)-1-chloro-3-fluoro-benzene